N1=CC=CC1=O pyrrole-5-one